O1COC=2C(=NC=CC21)CN2[C@H](C[C@@H](C2)F)C(=O)NC=2C=NC(=CC2)C2=CC=NN2C (2R,4S)-1-([1,3]dioxolo[4,5-c]pyridin-4-ylmethyl)-4-fluoro-N-(6-(1-methyl-1H-pyrazol-5-yl)pyridin-3-yl)pyrrolidine-2-carboxamide